O[C@@H]1C[C@@H](CCC1)NC=1N=NC(=C(N1)C)C1=CC=C2C(C=CS2)=C1O 5-(3-(((1R,3S)-3-hydroxycyclohexyl)amino)-5-methyl-1,2,4-triazin-6-yl)benzothiophene-4-ol